3-(aminomethyl)-3-phenylcyclopentan-1-ol NCC1(CC(CC1)O)C1=CC=CC=C1